The molecule is an alkane that is octane in which the two methylene hydrogens at position 3 have been replaced by methyl groups. It has a role as a bacterial metabolite and a plant metabolite. It is an alkane and a volatile organic compound. CCCCCC(C)(C)CC